ClC=1C=CC(=C2C(CCOC12)NC(C1=CC(=CC=C1)NC1(CCNCC1)C1=NN=C(N1)C1=CC=NC=C1)=O)F N-(8-chloro-5-fluorochroman-4-yl)-3-((4-(5-(pyridin-4-yl)-4H-1,2,4-triazol-3-yl)piperidin-4-yl)amino)benzamide